C(COCCCC1=C2CN(C(C2=CC=C1)=O)C1C(NC(CC1)=O)=O)OCCCC1=C2CN(C(C2=CC=C1)=O)C1C(NC(CC1)=O)=O 3,3'-(((Ethane-1,2-diylbis(oxy))bis(propane-3,1-diyl))bis(1-oxoisoindoline-4,2-diyl))bis(piperidine-2,6-dione)